(3R)-3-[(1S)-1-[[3-[[(E)-1-amino-2-cyano-vinyl]amino]phenyl]methyl]-2-tert-butoxy-2-oxoethyl]pyrrolidine-1-carboxylic acid tert-butyl ester C(C)(C)(C)OC(=O)N1C[C@H](CC1)[C@@H](C(=O)OC(C)(C)C)CC1=CC(=CC=C1)N\C(=C\C#N)\N